F[C@@H]1C[C@H](N(C1)C(=O)C=1C(=NC=NC1)C)C(=O)N[C@H](C1=CC=C(C=C1)C(C)C)C1=CC=CC=C1 (2S,4R)-4-fluoro-1-(4-methylpyrimidine-5-carbonyl)-N-[(S)-phenyl[4-(propan-2-yl)phenyl]methyl]pyrrolidine-2-carboxamide